2-hydroxypropyl-dimethyl-octadecyl-ammonium chloride [Cl-].OC(C[N+](CCCCCCCCCCCCCCCCCC)(C)C)C